O=C1NC(CCC1N1C(N(C2=C1C=CC=C2C#CCN2C[C@H](OCC2)CCN(C(OCC2=CC=CC=C2)=O)C)C)=O)=O Benzyl (2-((2R)-4-(3-(1-(2,6-dioxopiperidin-3-yl)-3-methyl-2-oxo-2,3-dihydro-1H-benzo[d]imidazol-4-yl)prop-2-yn-1-yl)morpholin-2-yl)ethyl)(methyl)carbamate